N,N'-((9-(4-(((4-vinylbenzyl)oxy)methyl)phenyl)-9H-carbazole-3,6-diyl)bis(4,1-phenylene))bis(N-([1,1'-biphenyl]-4-yl)-9,9-dimethyl-9H-fluoren-2-amine) C(=C)C1=CC=C(COCC2=CC=C(C=C2)N2C3=CC=C(C=C3C=3C=C(C=CC23)C2=CC=C(C=C2)N(C2=CC=3C(C4=CC=CC=C4C3C=C2)(C)C)C2=CC=C(C=C2)C2=CC=CC=C2)C2=CC=C(C=C2)N(C2=CC=3C(C4=CC=CC=C4C3C=C2)(C)C)C2=CC=C(C=C2)C2=CC=CC=C2)C=C1